FC=1C=C(C=NC1O)N1C(=NC2=C(C1=O)SC=N2)SCC2=C(C=C(C=C2F)F)F 6-(5-Fluoro-6-hydroxypyridin-3-yl)-5-((2,4,6-trifluorobenzyl)thio)thiazolo[4,5-d]-pyrimidin-7(6H)-one